FC1=C2C=CC=C(C2=C(C=C1)B1OC(C(O1)(C)C)(C)C)C#C[Si](C(C)C)(C(C)C)C(C)C ((5-fluoro-8-(4,4,5,5-tetramethyl-1,3,2-dioxaborolan-2-yl)naphthalen-1-yl)ethynyl)triisopropylsilane